((3S,7aS)-7A-(((7-Chloro-8-fluoro-4-morpholinopyrido[4,3-d]pyrimidin-2-yl)oxy)methyl)hexahydro-1H-pyrrolizin-3-yl)methanol ClC1=C(C=2N=C(N=C(C2C=N1)N1CCOCC1)OC[C@]12CCCN2[C@@H](CC1)CO)F